4-(1-(3-(6-chloro-7-fluoro-3-(1H-imidazol-1-yl)-5-methoxy-1-methyl-1H-indol-2-yl)-1H-1,2,4-triazol-5-yl)ethyl)morpholine ClC1=C(C=C2C(=C(N(C2=C1F)C)C1=NNC(=N1)C(C)N1CCOCC1)N1C=NC=C1)OC